The molecule is a cephalosporin carboxylic acid anion having a 7beta-[(2R)-2-amino-2-(4-hydroxyphenyl)acetyl]amino side-chain, formed by proton loss from the carboxy group of the cephalosporin cefadroxil. It is a conjugate base of a cefadroxil. CC1=C(N2[C@@H]([C@@H](C2=O)NC(=O)[C@@H](C3=CC=C(C=C3)O)N)SC1)C(=O)[O-]